N-(5-(7-(dimethylamino)-5-ethyl-6-fluoro-1H-indazol-4-yl)thiazolo[5,4-b]pyridin-2-yl)-2-fluorocyclopropane-1-carboxamide CN(C=1C(=C(C(=C2C=NNC12)C1=CC=C2C(=N1)SC(=N2)NC(=O)C2C(C2)F)CC)F)C